ClC1=CC(=C(OC2=C(C=NN2C2CCOCC2)C(=O)N[C@@H]2C(NC3=C(C(=N2)C2=CC=CC=C2)C=CC=C3F)=O)C(=C1)F)F 5-(4-chloro-2,6-difluorophenoxy)-N-[(3S)-9-fluoro-2-oxo-5-phenyl-1,3-dihydro-1,4-benzodiazepine-3-Yl]-1-(oxacyclohex-4-yl)pyrazole-4-carboxamide